2'-(disulfanediylbis(5H-[1,2,4]triazino[5,6-b]indol-3,5-diyl))diacetic acid S(SC=1N=NC2=C(N(C=3C=CC=CC23)CC(=O)O)N1)C=1N=NC2=C(N(C=3C=CC=CC23)CC(=O)O)N1